benzyl 1-[(1-tertbutoxycarbonylazetidin-3-yl)methyl]piperidine-4-carboxylate C(C)(C)(C)OC(=O)N1CC(C1)CN1CCC(CC1)C(=O)OCC1=CC=CC=C1